2-(4-bromo-2-methyl-pyrazol-3-yl)ethynyl-triisopropyl-silane BrC1=C(N(N=C1)C)C#C[Si](C(C)C)(C(C)C)C(C)C